N1=CC=CC(=C1)O Pyridin-5-ol